acryloxybutyl-trimethyl-ammonium chloride [Cl-].C(C=C)(=O)OCCCC[N+](C)(C)C